(4-((S)-2-hydroxy-3-(2H-tetrazol-2-yl)propoxy)phenyl)methanone O[C@H](COC1=CC=C(C=C1)C=O)CN1N=CN=N1